1-[(cyclohexylimino)methyleneamino]cyclohexane C1(CCCCC1)N=C=NC1CCCCC1